[Si](C)(C)(C(C)(C)C)OC1=CC=C(C=C1)NC=1C=NN(C1CCOC1=C2CCN(CC2=CC=C1)C(=O)OC(C)(C)C)C1COCC1 tert-Butyl 5-(2-{4-[(4-{[tert-butyl(dimethyl)silyl]oxy}phenyl)amino]-1-(tetrahydrofuran-3-yl)-1H-pyrazol-5-yl}ethoxy)-3,4-dihydroisoquinoline-2(1H)-carboxylate